Tert-butyl N-[(2S,11S)-6-bromo-2-[[(1S)-3-carbamoyl-1-(diphenylmethylcarbamoyl)propyl]carbamoyl]-12-oxo-1-azatricyclo[6.4.1.0^[4,13]]trideca-4(13),5,7-trien-11-yl]carbamate BrC1=CC=2C[C@H](N3C([C@H](CCC(=C1)C32)NC(OC(C)(C)C)=O)=O)C(N[C@@H](CCC(N)=O)C(NC(C3=CC=CC=C3)C3=CC=CC=C3)=O)=O